2-(methoxycarbonyl)-5,5-dimethylcyclopent-1-ene-1-carboxylic acid COC(=O)C1=C(C(CC1)(C)C)C(=O)O